(E)-2-(4-(3-acetylaminophenyl)-1H-1,2,3-triazol-1-yl)-N'-(4-chlorobenzylidene)acethydrazide C(C)(=O)NC=1C=C(C=CC1)C=1N=NN(C1)CC(=O)N/N=C/C1=CC=C(C=C1)Cl